C(C)N(S(=O)(=O)NC=1C(=C(C(=O)C2=CNC3=NC=C(C=C32)C3=CC=C(C=C3)C=O)C(=CC1)F)F)C 3-[3-[[Ethyl(methyl)sulfamoyl]amino]-2,6-difluoro-benzoyl]-5-(4-formylphenyl)-1H-pyrrolo[2,3-b]pyridine